2,2-dimethyl-1-heptanol CC(CO)(CCCCC)C